BrC=1C=C(C#N)C=CC1Cl 3-bromo-4-chloro-benzonitrile